C(#C)[C@@H]1CN=C2N1C1=CC=C(C=C1C(N2CC2=CN=C(S2)C)=O)S(=O)(=O)NC2(CC2)C (R)-1-ethynyl-N-(1-methylcyclopropyl)-4-((2-methylthiazol-5-yl)methyl)-5-oxo-1,2,4,5-tetrahydroimidazo[1,2-a]quinazoline-7-sulfonamide